(S)-1-(4-((5-(4'-amino-4'H,6'H-spiro[piperidine-4,5'-pyrrolo[1,2-b]pyrazol]-1-yl)pyrazin-2-yl)thio)-3-chloropyridin-2-yl)-N,N-dimethyl-1H-pyrazole-4-carboxamide (trifluoroacetate) FC(C(=O)O)(F)F.N[C@H]1C2(CN3N=CC=C31)CCN(CC2)C=2N=CC(=NC2)SC2=C(C(=NC=C2)N2N=CC(=C2)C(=O)N(C)C)Cl